S(N)(=O)(=O)NC(=O)N SULPHAMOYL-UREA